(3R,5S)-4-acetyl-3,5-dimethylpiperazin C(C)(=O)N1[C@@H](CNC[C@@H]1C)C